C(C)(C)(C)OC(=O)N1C(C(NCC1)C(C)O)C 3-(1-hydroxyethyl)-2-methylpiperazine-1-carboxylic acid tert-butyl ester